ethylene glycol bis(p-toluenesulfonate) CC1=CC=C(C=C1)S(=O)(=O)OCCOS(=O)(=O)C1=CC=C(C)C=C1